ethyl 1-oxo-2,3-dihydro-1H-pyrrolizine-5-carboxylate O=C1CCN2C(=CC=C12)C(=O)OCC